O([C@@H]1[C@H](O)[C@@H](O)[C@H](O)[C@H](O1)CO)C1[C@H](O)[C@@H](O)[C@H](O)[C@H](O1)CO D-glucopyranosyl α-D-glucopyranoside